tert-butyl N-[4-[(3-fluoro-4-formylphenyl)methyl]phenyl]carbamate FC=1C=C(C=CC1C=O)CC1=CC=C(C=C1)NC(OC(C)(C)C)=O